benzyl 6-((6-bromopyridin-3-yl)oxy)-2-azabicyclo[2.2.1]heptane-2-carboxylate BrC1=CC=C(C=N1)OC1CC2CN(C1C2)C(=O)OCC2=CC=CC=C2